C(C)N(O)C(C)C N-ethyl-N-isopropylhydroxylamine